uracil-d N1C(=O)NC(=O)C(=C1)[2H]